C(C)[C@@](C(=O)[O-])(CCC)C |r| (2RS)-2-ethyl-2-methylpentanoate